CCCCCCCCCCCCCCCCCCCCCCCCCCCCCCCCC tritriacontane